cyclopropylmethoxyammonium chloride [Cl-].C1(CC1)CO[NH3+]